C1(=CC=CC2=CC=CC(=C12)C#N)C#N 1,8-naphthalenedicarbonitrile